2-cyclopropyl-7-fluoro-1-methyl-5-phenyl-4,5-dihydroimidazo[4,5-c]quinolin-4-one C1(CC1)C=1N(C2=C(C(N(C=3C=C(C=CC23)F)C2=CC=CC=C2)=O)N1)C